3-(5-(1-aminoethyl)-6-methoxypyridin-3-yl)-4,4-difluoropiperidine-1-carboxylic acid tert-butyl ester C(C)(C)(C)OC(=O)N1CC(C(CC1)(F)F)C=1C=NC(=C(C1)C(C)N)OC